N-carbamoylisoxazole C(N)(=O)N1OC=CC1